(2S)-2-(2-fluorophenyl)-3-hydroxy-1-{2-[1-(2,2,2-trifluoroethyl)pyrazol-3-ylsulfonyl]-4H,6H-pyrrolo[3,4-c]pyrazol-5-yl}propan-1-one FC1=C(C=CC=C1)[C@H](C(=O)N1CC2=NN(C=C2C1)S(=O)(=O)C1=NN(C=C1)CC(F)(F)F)CO